tert-butyl 4-(1-(2-carbamoyl-3-chlorophenyl)-3-isopropyl-3-methyl-2-oxoindolin-5-yl)piperidine-1-carboxylate C(N)(=O)C1=C(C=CC=C1Cl)N1C(C(C2=CC(=CC=C12)C1CCN(CC1)C(=O)OC(C)(C)C)(C)C(C)C)=O